C(C=C)OC(=C)N 1-(allyloxy)vinylamine